3,3-difluoro-7'-((2-(methylamino)-1H-imidazol-1-yl)methyl)-2',3'-dihydro-1'H-spiro[cyclobutan-1,4'-isoquinoline]-1'-one FC1(CC2(CNC(C3=CC(=CC=C23)CN2C(=NC=C2)NC)=O)C1)F